O=C1N(CCC1)C1=CC=C(C=N1)C=1C=C2C(N(C=NC2=CC1)CCC)=O 6-(6-(2-oxopyrrolidin-1-yl)pyridin-3-yl)-3-propylquinazolin-4(3H)-one